FC(COC=1C(=NC(=NC1OC)NS(=O)(=O)C1=CNC2=CC(=CC=C12)C(F)F)OC)F N-[5-(2,2-difluoroethoxy)-4,6-dimethoxy-pyrimidin-2-yl]-6-(difluoromethyl)-1H-indole-3-sulfonamide